ClC1(COC1)C 3-Chloro-3-methyl-oxetane